OC(CS(=O)(=O)[O-])C 2-hydroxypropane-1-sulfonate